(E)-4-(2-methoxyphenyl)-2,7-dimethylocta-2,6-dienal COC1=C(C=CC=C1)C(/C=C(/C=O)\C)CC=C(C)C